C(C)(C)OP(OC(C)C)OC(C)C triisopropylphosphite